tert-butyl (4-formylbicyclo[2.2.2]oct-1-yl)carbamate C(=O)C12CCC(CC1)(CC2)NC(OC(C)(C)C)=O